tert-butyl 4-((2R,3R)-1-(6-chloro-3-cyano-2-(trifluoromethyl)pyridin-4-yl)-2-methylazetidin-3-yl)piperazine-1-carboxylate ClC1=CC(=C(C(=N1)C(F)(F)F)C#N)N1[C@@H]([C@@H](C1)N1CCN(CC1)C(=O)OC(C)(C)C)C